N[C@H](CC)C1=C2C=C(N=CC2=C(C=C1)OC1CN(C1)C(=O)C1CC1)NC1=CC=C2C(=N1)[C@H](C(OC2=O)(C)C)C (R)-2-((5-((R)-1-Aminopropyl)-8-((1-(cyclopropanecarbonyl)azetidin-3-yl)oxy)isoquinolin-3-yl)amino)-7,7,8-trimethyl-7,8-dihydro-5H-pyrano[4,3-b]pyridin-5-one